PYRAZOLOPYRIDINDIAMIDE N1=NC(=C2C1=CC=C(N2)C(=O)N)C(=O)N